[Si](C)(C)(C(C)(C)C)O[C@H]1C[C@@H](O[C@]1(C(=C)C)CO[Si](C)(C)C(C)(C)C)N1C(NC(C=C1)=O)=O 1-[(2R,4S,5R)-4-[(tert-butyldimethylsilyl)oxy]-5-{[(tert-butyldimethylsilyl)oxy]methyl}-5-(prop-1-en-2-yl)oxolan-2-yl]-3H-pyrimidine-2,4-dione